5-methyl-6-(4,4,5,5-tetramethyl-1,3,2-dioxaborolan-2-yl)-2H-benzo[b][1,4]oxazin-3(4H)-one CC1=C(C=CC=2OCC(NC21)=O)B2OC(C(O2)(C)C)(C)C